C(N)(=O)C1=CC=C(C(=O)N)C=C1 4-carbamoyl-benzamide